6-amino-N-{(1S,2S)-2-[(4-{(1S)-1-[4-(2-hydroxyethyl)piperazin-1-yl]-2,3-dihydro-1H-inden-5-yl}phenyl)methoxy]cyclopentyl}-6'-methoxy[3,3'-bipyridine]-5-carboxamide NC1=C(C=C(C=N1)C=1C=NC(=CC1)OC)C(=O)N[C@@H]1[C@H](CCC1)OCC1=CC=C(C=C1)C=1C=C2CC[C@@H](C2=CC1)N1CCN(CC1)CCO